4-(allyloxy)-6-methoxy-2-phenethyl-isoindolin-1-one C(C=C)OC1=C2CN(C(C2=CC(=C1)OC)=O)CCC1=CC=CC=C1